methyl 6-isobutylnicotinate C(C(C)C)C1=NC=C(C(=O)OC)C=C1